C(C=C)N1N(C2=NC(=NC=C2C1=O)NC=1C=NN(C1)C)C1=CC(=CC=C1)OC1CCNCC1 2-allyl-6-((1-methyl-1H-pyrazol-4-yl)amino)-1-(3-(piperidin-4-yloxy)phenyl)-1,2-dihydro-3H-pyrazolo[3,4-d]pyrimidin-3-one